O=CCOCCOC=1C=C(OC2=CC=C(C=N2)C(=O)OC)C=CC1 methyl 6-[3-[2-(2-oxoethoxy)ethoxy]phenoxy]pyridine-3-carboxylate